BrCC(C(C)C1=C(C(=CC=C1)Br)F)=O 1-bromo-3-(3-bromo-2-fluoro-phenyl)butan-2-one